(S)-N-((R)-8-(5-(2,3-dichlorophenyl)-3-(difluoromethyl)pyrazin-2-yl)-8-azaspiro[4.5]decan-1-yl)-2-methylpropan-2-sulfinamide ClC1=C(C=CC=C1Cl)C=1N=C(C(=NC1)N1CCC2(CCC[C@H]2N[S@@](=O)C(C)(C)C)CC1)C(F)F